S1C(=NC=C1)N1CCCCC1 1-(thiazol-2-yl)piperidin